ClC=1C=C(C=CC1)N1N=C(C2=C1C(N(CC2)C=2N=CC1=C(N2)CN(CC1)CC)=O)C(=O)NCC1CC1 1-(3-Chlorophenyl)-N-(cyclopropylmethyl)-6-(7-ethyl-5,6,7,8-tetrahydropyrido[3,4-d]pyrimidin-2-yl)-7-oxo-4,5,6,7-tetrahydro-1H-pyrazolo[3,4-c]pyridine-3-carboxamide